C(C)(C)(C)OC(=O)N(C=1C=2N(N=C(C1)SC1CCN(CC1)C(=O)OC(C)(C)C)C(=CN2)C(C)C)CC2=C(C=C(C=C2)F)OC tert-butyl 4-((8-((tert-butoxycarbonyl)(4-fluoro-2-methoxybenzyl)amino)-3-isopropylimidazo[1,2-b]pyridazin-6-yl)thio)piperidine-1-carboxylate